C(C)(C)(C)OC(NCC1=CC=C(C=C1)NC(=O)C=1SC=C(C1)Br)=O {4-[(4-bromo-thiophene-2-carbonyl)-amino]-benzyl}-carbamic acid tert-butyl ester